NC(CN1N=CC(=C1)S(=O)(=O)NC=1C=CC(=C2C(=CNC12)C#N)Cl)(C)C 1-(2-amino-2-methyl-propyl)-N-(4-chloro-3-cyano-1H-indol-7-yl)pyrazole-4-sulfonamide